C(C)(C)(C)[Si](OCC1CC2=C(C=C(C(=C2C1)F)O)F)(C)C 2-[[tert-butyl-(dimethyl)silyl]oxymethyl]-4,7-difluoro-indan-5-ol